BrC=1C=C2N(C=C(N=C2)C(=O)N=[N+]=[N-])C1 7-bromopyrrolo[1,2-a]pyrazine-3-carbonyl azide